C12CC(CC2O1)CO (6-oxabicyclo[3.1.0]hexan-3-yl)methanol